methyl 4-(azepan-1-yl)-2-chloro-6-[(2-ethoxy-1-hydroxy-cyclohex-2-en-1-yl)methyl]pyrimidine-5-carboxylate N1(CCCCCC1)C1=NC(=NC(=C1C(=O)OC)CC1(C(=CCCC1)OCC)O)Cl